FC1=CC=C(C=C1)[C@H]1[C@@H](C1)NC(C1=C(C=CC(=C1)[N+](=O)[O-])SC1=NN=NN1C)=O N-[(trans)-2-(4-fluorophenyl)cyclopropyl]-2-[(1-methyl-1,2,3,4-tetrazol-5-yl)sulfanyl]-5-nitrobenzamide